4-methyl-octanediamine CC(CCC(N)N)CCCC